(R)-4-(4-(methoxymethyl)-1H-1,2,3-triazol-1-yl)-N-(3-methylthieno[3,2-c]pyridin-4-yl)-N-(piperidin-3-yl)benzamide COCC=1N=NN(C1)C1=CC=C(C(=O)N([C@H]2CNCCC2)C2=NC=CC3=C2C(=CS3)C)C=C1